ClC=1C=C(C=CC1O)NC(OC(C)(C)C)=O tert-Butyl N-(3-chloro-4-hydroxy-phenyl)carbamate